1-(2-((6-(2-Chloro-3-(2,3-dichloropyridin-4-yl)phenyl)-2-methoxypyridin-3-yl)methyl)-2,6-diazaspiro[3.4]octan-6-yl)ethan-1-one ClC1=C(C=CC=C1C1=C(C(=NC=C1)Cl)Cl)C1=CC=C(C(=N1)OC)CN1CC2(C1)CN(CC2)C(C)=O